((3R,4S)-3-fluoropiperidin-4-yl)-4-(1H-imidazol-4-yl)-5-(trifluoromethyl)pyrimidin-2-amine F[C@H]1CNCC[C@H]1C1=C(C(=NC(=N1)N)C=1N=CNC1)C(F)(F)F